7-(4-bromo-2-methyl-benzoylamino)-3,4-dihydro-1H-isoquinoline-2-carboxylic acid tert-butyl ester C(C)(C)(C)OC(=O)N1CC2=CC(=CC=C2CC1)NC(C1=C(C=C(C=C1)Br)C)=O